N-(3-((3,3-difluoroazetidin-1-yl)methyl)-1-methyl-1H-indazol-5-yl)-4-((2-hydroxyethyl)sulphonamido)-2-(6-azaspiro[2.5]octane-6-yl)benzamide FC1(CN(C1)CC1=NN(C2=CC=C(C=C12)NC(C1=C(C=C(C=C1)NS(=O)(=O)CCO)N1CCC2(CC2)CC1)=O)C)F